1-nitropropane lithium carbonate C([O-])([O-])=O.[Li+].[N+](=O)([O-])CCC.[Li+]